p-tertiary-butyl-trichloroacetophenone C(C)(C)(C)C1=CC=C(C=C1)C(C(Cl)(Cl)Cl)=O